tris(dimethylsiloxy)-n-propylsilane C[SiH](O[Si](CCC)(O[SiH](C)C)O[SiH](C)C)C